C(C1=CC=CC=C1)OC1(CC1)C(=N)N 1-(Benzyloxy)cyclopropane-1-carboxamidine